C(C=C)(=O)N1C[C@H]2N(C(C=3C=C(C(=C4C(=CN(C34)CC2)C)C2=CC=C(C=3SC(=C(C32)C#N)N)F)F)=O)CC1 4-((S)-10-Acryloyl-2-fluoro-4-methyl-14-oxo-8,8a,9,10,11,12-hexahydro-7H,14H-pyrazino[1',2':5,6][1,5]diazocino[3,2,1-hi]indol-3-yl)-2-amino-7-fluorobenzo[b]thiophene-3-carbonitrile